(1S,3R,4S)-4-amino-3-(benzylamino)-N,N-dimethylcyclohexane-1-carboxamide N[C@@H]1[C@@H](C[C@H](CC1)C(=O)N(C)C)NCC1=CC=CC=C1